FC1=CC2=C(N(C=N2)CC2OCC2)C=C1C(=O)O 5-fluoro-1-(oxetan-2-ylmethyl)-1H-benzo[d]imidazole-6-carboxylic acid